C(CCC)OC=1C=C(C=CC1Cl)B(O)O 3-BUTOXY-4-CHLOROPHENYLBORONIC ACID